S1C=CN=CC=C1 [1,4]thiazepine